4-((5-hydroxy-4-oxo-4H-pyran-2-yl)methoxy)coumarin OC=1C(C=C(OC1)COC1=CC(OC2=CC=CC=C12)=O)=O